(9H-fluoren-9-yl)methyl (5-amino-2-(((tert-butyldiphenylsilyl)oxy)methyl)benzyl)(methyl)carbamate NC=1C=CC(=C(CN(C(OCC2C3=CC=CC=C3C=3C=CC=CC23)=O)C)C1)CO[Si](C1=CC=CC=C1)(C1=CC=CC=C1)C(C)(C)C